5-{6-[(4aS,7aS)-1-methyl-hexahydro-2H-pyrrolo[3,4-b]pyridin-6-yl]-4-chloro-1,8-naphthyridin-2-yl}-2-methylindazol-6-ol CN1[C@H]2[C@@H](CCC1)CN(C2)C=2C=C1C(=CC(=NC1=NC2)C2=CC1=CN(N=C1C=C2O)C)Cl